N-[5-chloro-2-(trifluoromethyl)phenyl]thioacetamide ClC=1C=CC(=C(C1)NC(C)=S)C(F)(F)F